2-(3-(ethoxymethyl)benzyloxy)acetic acid tert-butyl ester C(C)(C)(C)OC(COCC1=CC(=CC=C1)COCC)=O